C(#N)CCN(C(C(C)(C)OC1=CC=C(C=C1)F)=O)C1=CC=C(C=C1)C1=CC=C(C=C1)COC N-(2-cyanoethyl)-2-(4-fluorophenoxy)-N-(4'-(methoxymethyl)-[1,1'-biphenyl]-4-yl)-2-methylpropanamide